3-[(4-bromo-3-fluoro-5-methyl-phenyl)methylene]azetidine BrC1=C(C=C(C=C1C)C=C1CNC1)F